COC1=CC=C(CN2C=C(C3=CC(=CC=C23)C2=NN=NN2)C=O)C=C1 1-(4-methoxybenzyl)-5-(1H-tetrazol-5-yl)-1H-indole-3-carbaldehyde